C(C=C)(=O)OCC[N+](CC1=CC=C(C=C1)C=C)(CCOC(C=C)=O)CCOC(C=C)=O tris(2-acryloyloxyethyl)(4-vinylbenzyl)ammonium